(1S,2R)-8-iodo-2-(methoxymethoxy)-1,2,3,4-tetrahydronaphthalen-1-yl carbamate C(N)(O[C@@H]1[C@@H](CCC2=CC=CC(=C12)I)OCOC)=O